ClC=1C=C(C=CC1Cl)NC(=O)[C@@H]1[C@@H]2C[C@H]([C@H]([C@H]1C1=CC(=NC=C1)F)O2)O (1S,2S,3R,4S,5R)-N-(3,4-dichlorophenyl)-3-(2-fluoropyridin-4-yl)-5-hydroxy-7-oxabicyclo[2.2.1]heptane-2-carboxamide